N1C=CC2=CC=C(C=C12)S(=O)(=O)N1C[C@@H](CC1)N(C1=CC=C(C=C1)O)C |r| rac-(R)-4-((1-((1H-indol-6-yl)sulfonyl)pyrrolidin-3-yl)(methyl)amino)phenol